CN1C=NC=C1C1=NC(=NC=C1)C(=O)NC1CC(C1)C1=CC=CC=C1 4-(1-Methyl-1H-imidazol-5-yl)-N-((1r,3r)-3-phenylcyclobutyl)pyrimidine-2-carboxamide